C(C)(=O)OCCCCC(C)C 5-METHYLHEXYL ACETATE